diisopropylammonium tetrazolide salt N1N=NN=[C-]1.C(C)(C)[NH2+]C(C)C